3,5-dichloro-4-hydroxy-N-(4-oxo-3-(4-(trifluoromethoxy)benzyl)-3,4-dihydroquinazolin-5-yl)benzamide ClC=1C=C(C(=O)NC2=C3C(N(C=NC3=CC=C2)CC2=CC=C(C=C2)OC(F)(F)F)=O)C=C(C1O)Cl